tert-butyl 3-hydroxy-6-[(1R,2R,6S,8R)-6,9,9-trimethyl-3,5-dioxa-4-boratricyclo[6.1.1.02,6]decan-4-yl]hexanoate OC(CC(=O)OC(C)(C)C)CCCB1O[C@@H]2[C@H]3C([C@@H](C[C@@]2(O1)C)C3)(C)C